7-Isopropoxy-N-(1-methyl-2-oxo-1,2-dihydropyridin-3-yl)-2-(1-methyl-2-oxabicyclo[2.2.1]heptan-4-yl)imidazo[1,2-a]pyridine-6-carboxamide C(C)(C)OC1=CC=2N(C=C1C(=O)NC=1C(N(C=CC1)C)=O)C=C(N2)C21COC(CC2)(C1)C